C(C=C)C=1C=C(C=CC1O)C1=C(C=CC(=C1)CC=C)OC(CCCCCCCCCCC)=O 3',5-diallyl-4'-hydroxy-2-dodecanoyloxy-1,1'-biphenyl